2-[(4-[[2-(dimethylamino)ethyl](methyl)amino]-2-methoxyphenyl)amino]-8-methyl-6-phenyl-5-[2-(triisopropylsilyl)ethynyl]pyrido[2,3-d]pyrimidin-7-one CN(CCN(C1=CC(=C(C=C1)NC=1N=CC2=C(N1)N(C(C(=C2C#C[Si](C(C)C)(C(C)C)C(C)C)C2=CC=CC=C2)=O)C)OC)C)C